FC1=C(C=C(C(=C1)C)[N+](=O)[O-])C(Cl)(Cl)Cl 2-fluoro-4-methyl-5-nitro-trichloromethylbenzene